P(=S)(OCCCCCCCCCCCCCCCCCCCCOC(C=C)=O)([O-])[O-] acryloxyeicosyl thiophosphate